ClC1=CNC2=C(C=CC=C12)NS(=O)(=O)C=1C=C(C(=O)NCCC2=CC=CC=C2)C=CC1 3-(N-(3-chloro-1H-indol-7-yl)sulfamoyl)-N-phenethylbenzamide